1,4-dimethoxy-2,5-bis[4'-(cyano)styryl]benzene sodium [Na].COC1=C(C=C(C(=C1)C=CC1=CC=C(C=C1)C#N)OC)C=CC1=CC=C(C=C1)C#N